C(C1=CC=CC=C1)NC([C@H](C)NC(OC(C)(C)C)=O)=O tert-butyl (S)-(1-(benzylamino)-1-oxopropan-2-yl)carbamate